(6-(2-methoxy-4-(trifluoromethyl)phenyl)-4,5-dimethylpyridazin-3-yl)(pyridin-3-yl)methanol COC1=C(C=CC(=C1)C(F)(F)F)C1=C(C(=C(N=N1)C(O)C=1C=NC=CC1)C)C